4,6-dimethyl-2-heptanone oxime CC(CC(C)=NO)CC(C)C